C1(=CC=CC=C1)C1=CC(OC1)=O 4-phenylfuran-2(5H)-one